C1(CCCC1)N1N=C(C2=CC=C(C=C12)COC1=C(C=C(C=C1F)C(CC(=O)O)C)F)C1=CC=C(C=C1)O 3-(4-((1-cyclopentyl-3-(4-hydroxyphenyl)-1H-indazol-6-yl)methoxy)-3,5-difluorophenyl)butanoic acid